ClC=1C=C2C=NN(C2=C(C1)C(=O)OC)CC1=CC=C(C=C1)I methyl 5-chloro-1-(4-iodobenzyl)-1H-indazole-7-carboxylate